C(=O)O.NCCCC(=O)NCCNC(C1=C(C=C(C=C1)NC=1C=2N(C=CN1)C(=CN2)C2=C(C(=C(C=C2)OCC#N)F)F)CC)=O N-[2-(4-aminobutanoylamino)ethyl]-4-[[3-[4-(cyanomethoxy)-2,3-difluorophenyl]imidazo[1,2-a]pyrazin-8-yl]amino]-2-ethylbenzamide formate